COC(C1=CC=C(C(=O)N(C)C2=CC=C(C=C2)Br)C=C1)=O N-(4-bromo-phenyl)-N-methyl-terephthalamic acid methyl ester